C(C1=CC=CC=C1)OC(=O)C1=CC=C(C=C1)B(O)O 4-(benzyloxycarbonyl)-phenyl-boronic acid